(E)-2-(4-(2-(5-cyclopropyl-3-(2,6-dichlorophenyl)isoxazol-4-yl)vinyl)piperidin-1-yl)isonicotinic acid C1(CC1)C1=C(C(=NO1)C1=C(C=CC=C1Cl)Cl)/C=C/C1CCN(CC1)C=1C=C(C(=O)O)C=CN1